O([Si](C1=CC=CC=C1)(C1=CC=CC=C1)C(C)(C)C)C(C)C=1N=C(SC1)S(=O)(=O)Cl 4-(1-(tert-butyldiphenylsiloxy)ethyl)thiazole-2-sulfonyl chloride